N-methyl-10,13,16,33-tetraoxa-3,22,24,28,32-pentazahexacyclo[21.6.2.12,5.117,21.04,9.026,30]tritriaconta-1(29),2,4,6,8,17(32),18,20,23(31),24,26(30),27-dodecaen-27-amine CNC=1C=2C=NC=3NC4=CC=CC(OCCOCCOC5=CC=CC6=C5N=C(C(=CN1)C2C3)O6)=N4